4-(dimethylamino)-1-[(2R,5S)-2-(methoxymethyl)-1,3-oxathiolan-5-yl]-1,2-dihydropyrimidin-2-one CN(C1=NC(N(C=C1)[C@@H]1CS[C@@H](O1)COC)=O)C